(1-(piperazin-1-ylmethyl)-5-(trifluoromethyl)-3-azabicyclo[3.1.0]hexane-3-yl)quinoline-8-carbonitrile N1(CCNCC1)CC12CN(CC2(C1)C(F)(F)F)C1=NC2=C(C=CC=C2C=C1)C#N